C(C)N1C(=C(C(C=C1C)=O)O)CNC(C1=CC=C(C=C1)OC)=O N-((1-ethyl-3-hydroxy-6-methyl-4-oxo-1,4-dihydropyridin-2-yl)methyl)-4-methoxybenzamide